C(C)OC1=CC=C(C=C1)N1[C@@H]2CCN([C@H](C1)CC2(C)C)C(=O)NCCO (1S,5R)-6-(4-ethoxyphenyl)-N-(2-hydroxyethyl)-9,9-dimethyl-2,6-diazabicyclo[3.2.2]nonane-2-carboxamide